2-isopropenylaniline C(=C)(C)C1=C(N)C=CC=C1